tert-butyl (R)-4-methyl-2,2-dioxo-[1,2,3]oxathiazolidine-3-carboxylate C[C@H]1N(S(OC1)(=O)=O)C(=O)OC(C)(C)C